N-(3-aminopropyl)-3-(6-(morpholinomethyl)-1H-benzo[d]imidazol-2-yl)-1H-indazole-5-carboxamide NCCCNC(=O)C=1C=C2C(=NNC2=CC1)C1=NC2=C(N1)C=C(C=C2)CN2CCOCC2